OC1=C(C(=O)O)C(=CC(=C1)OC)\C=C\C1=C(C=CC=C1)O (E)-2-hydroxy-4-methoxy-6-(2-hydroxystyryl)benzoic acid